6-amino-4-bromo-5-((2-chloro-5-fluorophenyl)(hydroxy)methyl)benzo[d]oxazol-2(3H)-one NC1=CC2=C(NC(O2)=O)C(=C1C(O)C1=C(C=CC(=C1)F)Cl)Br